2-chloro-5-chloro-N-[2-({(1R)-3-methyl-1-[(5R)-4-oxo-5-phenyl-1,3,2-dioxaborolan-2-yl]Butyl}amino)-2-oxoethyl]Benzamide ClC1=C(C(=O)NCC(=O)N[C@@H](CC(C)C)B2O[C@@H](C(O2)=O)C2=CC=CC=C2)C=C(C=C1)Cl